3-(5-(difluoromethyl)-1,3,4-thiadiazol-2-yl)-N-(1-(fluoromethyl)cyclopropyl)-8-(2-oxa-7-azaspiro[3.5]nonan-7-yl)-[1,2,4]triazolo[4,3-a]pyridine-6-sulfonamide FC(C1=NN=C(S1)C1=NN=C2N1C=C(C=C2N2CCC1(COC1)CC2)S(=O)(=O)NC2(CC2)CF)F